BrC1=CN=CC2=C1OCCN2C(=O)NC=2C=NC(=C(C2)Cl)N2N=CC=N2 8-Bromo-N-(5-chloro-6-(2H-1,2,3-triazol-2-yl)pyridin-3-yl)-2,3-dihydro-4H-pyrido[4,3-b][1,4]oxazine-4-carboxamide